(R)-N-(4-((4-benzylmorpholin-3-yl)methoxy)-3-(3,5-dimethylisoxazol-4-yl)phenyl)cyclopropanecarboxamide C(C1=CC=CC=C1)N1[C@H](COCC1)COC1=C(C=C(C=C1)NC(=O)C1CC1)C=1C(=NOC1C)C